NC=1C=C2C=C(C(N(C2=CC1)C)=O)OCC1(COC1)C 6-amino-1-methyl-3-[(3-methyloxetan-3-yl)methoxy]quinolin-2-one